BrC=1C=CC2=C(OCC(N2C)=O)C1F 7-bromo-8-fluoro-4-methyl-2H-benzo[b][1,4]oxazin-3(4H)-one